1-(2-(isoxazol-3-ylamino)-2-oxoethyl)-1-(2-((4-methyl-2-(morpholine-4-carbonyl)thiophen-3-yl)amino)-2-oxoethyl)azepan-1-ium O1N=C(C=C1)NC(C[N+]1(CCCCCC1)CC(=O)NC1=C(SC=C1C)C(=O)N1CCOCC1)=O